(4-chlorophenyl)[5-(hydroxymethyl)furan-2-yl]methanol ClC1=CC=C(C=C1)C(O)C=1OC(=CC1)CO